C1=C(C=CC2=CC=CC=C12)C=1SC(=CC1)C1=CC2=CC=CC=C2C=C1 2,5-di(2-naphthyl)thiophene